3-dimethylamino-1-propynyl-lithium CN(CC#C[Li])C